3,7-diketo-5b-cholanic Acid O=C1C[C@H]2CC([C@H]3[C@@H]4CC[C@H]([C@@H](CCC(=O)O)C)[C@]4(CC[C@@H]3[C@]2(CC1)C)C)=O